NC=1C2=C(N=CN1)N(C(=C2C2=CC=C(C=C2)OC)C#CC2CN(C2)[C@H]2[C@H](CN(CC2)C(C=C)=O)O)C 1-((3S,4R)-4-(3-((4-amino-5-(4-methoxyphenyl)-7-methyl-7H-pyrrolo[2,3-d]pyrimidin-6-yl)ethynyl)azetidin-1-yl)-3-hydroxypiperidin-1-yl)prop-2-en-1-one